FC=1C=C(C=C(C1)F)N[C@H](C)C1=CC(=CN2C1=NC(=CC2=O)N2CCOCC2)C(=O)OCC (R)-ethyl 9-(1-((3,5-difluorophenyl)amino)ethyl)-2-morpholino-4-oxo-4H-pyrido[1,2-a]pyrimidine-7-carboxylate